(R)-1-(6-(5'-chloro-3,5-dimethyl-[2,4'-bipyridine]-2'-yl)-5-methyl-5,6,7,8-tetrahydropyrido[4,3-d]pyrimidin-2-yl)piperidin-4-ol ClC=1C(=CC(=NC1)N1[C@@H](C2=C(N=C(N=C2)N2CCC(CC2)O)CC1)C)C1=NC=C(C=C1C)C